dipropylene glycol n-propyl ether C(CC)OC(C)COC(C)CO